OCCNCCCNCCO N,N'-bis(2-hydroxyethyl)-1,3-propanediamine